4-((6-chloro-1H-pyrazolo[3,4-b]pyrazin-1-yl)methyl)pyrrolidin-2-one ClC1=CN=C2C(=N1)N(N=C2)CC2CC(NC2)=O